7-benzyl-1-(3-hydroxypropyl)-8-(4-isopropylphenoxy)-3-methyl-1H-purine-2,6(3H,7H)-dione C(C1=CC=CC=C1)N1C(=NC=2N(C(N(C(C12)=O)CCCO)=O)C)OC1=CC=C(C=C1)C(C)C